Cl.N1CC(C1)NC=1C2=C(N=CN1)NC=C2C(=O)C2CC2 (4-(azetidin-3-ylamino)-7H-pyrrolo[2,3-d]pyrimidin-5-yl)(cyclopropyl)methanone hydrochloride